OCCC=1C=NN(C1)C1=CC(=C(C=N1)C#N)OC 6-(4-(2-hydroxyethyl)-1H-pyrazol-1-yl)-4-methoxypyridine-3-carbonitrile